tert-butyl 3-(4-((4-([1,2,4]triazolo[1,5-a]pyridin-7-yloxy)-3-chloro-2-fluorophenyl)amino)pyrido[3,2-d]pyrimidin-6-yl)-3,6-diazabicyclo[3.1.1]heptane-6-carboxylate N=1C=NN2C1C=C(C=C2)OC2=C(C(=C(C=C2)NC=2C1=C(N=CN2)C=CC(=N1)N1CC2N(C(C1)C2)C(=O)OC(C)(C)C)F)Cl